NN1C(=NC(=C1C(=O)N)C1=CC=C(C=C1)C(NC1=NC=CC(=C1)OC)=O)[C@H]1N(CCCC1)C(C#CC)=O (S)-1-amino-2-(1-(but-2-ynoyl)piperidin-2-yl)-4-(4-((4-methoxypyridin-2-yl)carbamoyl)phenyl)-1H-imidazole-5-carboxamide